N[C@@H](CC(=O)[O-])C(=O)[O-].[Na+].[Na+] Natrium aspartat